(2-((4-Fluorobenzyl)oxy)pyridin-4-yl)methanamine FC1=CC=C(COC2=NC=CC(=C2)CN)C=C1